1-(4-((4-([1,2,4]triazolo[4,3-c]pyrimidin-7-yloxy)-3-methylphenyl)amino)quinazolin-6-yl)-3-(2-hydroxy-2-methylpropyl)thiourea N=1N=CN2C=NC(=CC21)OC2=C(C=C(C=C2)NC2=NC=NC1=CC=C(C=C21)NC(=S)NCC(C)(C)O)C